(S)-5-chloro-N-(3-(S-methylsulfonimidoyl)phenyl)-4-(trifluoromethyl)-2-(4-(trifluoromethyl)piperidin-1-yl)benzamide ClC=1C(=CC(=C(C(=O)NC2=CC(=CC=C2)[S@](=O)(=N)C)C1)N1CCC(CC1)C(F)(F)F)C(F)(F)F